N1-[7-methoxy-4-(1-methyl-1H-pyrazol-4-yl)-1H-1,3-benzodiazol-2-yl]piperidine-1,4-dicarboxamide COC1=CC=C(C2=C1NC(=N2)NC(=O)N2CCC(CC2)C(=O)N)C=2C=NN(C2)C